4-(cyclohexylamino)-N-(2-(methylamino)ethyl)-3-((pyridin-4-ylmethyl)amino)benzenesulfonamide hydrochloride Cl.C1(CCCCC1)NC1=C(C=C(C=C1)S(=O)(=O)NCCNC)NCC1=CC=NC=C1